Tetramethyldisilylene(benz[e]inden-3-yl)(3-butyl-cyclopentadienyl)hafnium C[Hf](C1C=C(C=C1)CCCC)(C1C=CC=2C3=C(C=CC12)C=CC=C3)(=[SiH2])(=[SiH2])(C)(C)C